O=C1NC(C(N1)CC=1N=NN(C1)CC(=O)OC)=O methyl 2-(4-((2,5-dioxoimidazolidin-4-yl) methyl)-1H-1,2,3-triazol-1-yl)acetate